O[C@H](CCC)C1=CC(=C(C=N1)C1=NC(=C2C=C(N=CC2=C1)NC(C)=O)C)C (R)-N-(7-(6-(1-hydroxybutyl)-4-methylpyridin-3-yl)-5-methyl-2,6-naphthyridin-3-yl)acetamide